2-({2-cyano-5-[(3R)-3-(3-methyl-2-oxoimidazolidin-1-yl)piperidin-1-yl]Pyridin-3-yl}amino)-4H,6H,7H-pyrazolo[1,5-a]Pyrazine-5-carboxylic acid tert-butyl ester C(C)(C)(C)OC(=O)N1CC=2N(CC1)N=C(C2)NC=2C(=NC=C(C2)N2C[C@@H](CCC2)N2C(N(CC2)C)=O)C#N